(2R,4aS,9aR)-2-methyl-7-(trifluoromethyl)-2,3,4,4a,9,9a-hexahydroindeno[2,1-b][1,4]oxazine hydrochloride Cl.C[C@@H]1CN[C@@H]2[C@H](O1)CC=1C=C(C=CC12)C(F)(F)F